C1(CC1)CN1N=CC(=C1)C=1C(=NC(=NC1)N)N (1-(cyclopropylmethyl)-1H-pyrazol-4-yl)pyrimidine-2,4-diamine